N-(4-((2-(1,1-difluoroethyl)-6-(2-methoxyethoxy)pyrimidin-4-yl)amino)-5-(pyrimidin-4-yl)pyridin-2-yl)acetamide FC(C)(F)C1=NC(=CC(=N1)NC1=CC(=NC=C1C1=NC=NC=C1)NC(C)=O)OCCOC